(E)-3-(3-fluoro-4,5-dimethoxyphenyl)-1-(3-hydroxyphenyl)prop-2-en-1-one tert-butyl-(2-(4-(3-(3,4-dimethoxyphenyl)-1,2,4-oxadiazol-5-yl)piperidin-1-yl)-2-oxoethyl)carbamate C(C)(C)(C)N(C(O)=O)CC(=O)N1CCC(CC1)C1=NC(=NO1)C1=CC(=C(C=C1)OC)OC.FC=1C=C(C=C(C1OC)OC)/C=C/C(=O)C1=CC(=CC=C1)O